C(C)(C)(C)OC(=O)N1CCC(CC1)C(C(=O)O)(C)C 2-(1-(tert-butoxycarbonyl)piperidin-4-yl)-2-methylpropanoic acid